ClC1=C(C(=C(C=C1)NC(C1=NC=CC(=C1)C(C)(C)C#N)=O)F)C=1C=NC2=CC(=NC=C2C1)Cl N-(4-chloro-3-(7-chloro-1,6-naphthyridin-3-yl)-2-fluorophenyl)-4-(2-cyanopropan-2-yl)picolinamide